FC(C1=CC=C(C=C1)C=C[C@H]1CN(CC1)C(C=C)=O)(F)F 1-[(3S)-3-{2-[4-(trifluoromethyl)phenyl]vinyl}pyrrolidin-1-yl]prop-2-en-1-one